N[C@@H](C)C=1N(C(C2=C(C(=CC=C2C1)F)C#CC=1C=NN(C1)C)=O)C1=C(C(=C(C(=C1[2H])[2H])[2H])[2H])[2H] (S)-3-(1-aminoethyl)-7-fluoro-8-((1-methyl-1H-pyrazol-4-yl)ethynyl)-2-(phenyl-d5)isoquinolin-1(2H)-one